C(C1=CC=CC=C1)N1S(C(C(C2=C1N=C(N2C2=CC=CC=C2)NCC2=CC=CC=C2)=O)C2=CC=CC=C2)(=O)=O 1-benzyl-6-(benzylamino)-3,5-diphenyl-3,5-dihydroimidazo[4,5-c][1,2]thiazine-4(1H)-one 2,2-dioxide